NCCCC(=O)NCC=1OC(=CC1)C#CCN 4-amino-N-((5-(3-aminoprop-1-yn-1-yl)furan-2-yl)methyl)butanamide